CC1=CC[C@@H](CC1)C(CC=O)C 3-((R)-4-methyl-cyclohex-3-en-1-yl)butanal